2-(4-chloro-3-fluorophenoxy)-N-{3-hydroxy-4-[5-(methylsulfanyl)-1,3,4-oxadiazol-2-yl]bicyclo[2.2.2]octan-1-yl}acetamide ClC1=C(C=C(OCC(=O)NC23CC(C(CC2)(CC3)C=3OC(=NN3)SC)O)C=C1)F